ClC=1C=CC(=C(C1)N1CC(N(CC1=O)C(C(=O)NC1=CC2=CN(N=C2C=C1)C)CC1=CC=C(C=C1)OC)=O)N1N=NC(=C1)Cl 2-(4-(5-chloro-2-(4-chloro-1H-1,2,3-triazol-1-yl)phenyl)-2,5-dioxopiperazin-1-yl)-3-(4-methoxyphenyl)-N-(2-methyl-2H-indazol-5-yl)propanamide